5-(4-fluorophenyl)-N-(2,4,5-trifluorophenyl)-1H-pyrrole-3-sulfonamide FC1=CC=C(C=C1)C1=CC(=CN1)S(=O)(=O)NC1=C(C=C(C(=C1)F)F)F